(1-(3-chlorobenzyl)-1,2,3,4-tetrahydroquinolin-6-yl)-N-(4-fluorophenyl)propanamide ClC=1C=C(CN2CCCC3=CC(=CC=C23)C(C(=O)NC2=CC=C(C=C2)F)C)C=CC1